FC(COC1=C(C(=CC=C1)C(F)(F)F)S(=O)(=O)N(C)C1=C(C=CC=C1)F)F 2-(2,2-difluoroethoxy)-N-(2-fluorophenyl)-N-methyl-6-(trifluoromethyl)benzenesulfonamide